C(C)(C)(C)OC(=O)N(C=1C(=NC=CC1C)C=O)C(=O)OC(C)(C)C 3-[di(tert-butoxycarbonyl)amino]-2-formyl-4-methylpyridine